2,2'-((((((bicyclo[1.1.1]pentane-1,3-diylbis(methylene))bis(oxy))bis(ethane-2,1-diyl))bis(oxy))bis(ethane-2,1-diyl))bis(oxy))bis(ethan-1-ol) C12(CC(C1)(C2)COCCOCCOCCO)COCCOCCOCCO